8-chloro-3,7-dimethyl-1H-purine-2,6(3H,7H)-dione ClC1=NC=2N(C(NC(C2N1C)=O)=O)C